ClC1=CC=C(CN2C=C(C3=CC=C(C=C23)C#N)C(=O)NC=2C=C(C(=O)O)C=CC2)C=C1 3-[1-(4-chlorobenzyl)-6-cyano-1H-indole-3-carboxamido]benzoic acid